ClC1=CC=CC2=C(C=C3C(=C(C(NC3=C21)=O)[N+]2=CC=CC=C2)C=2C1=CN(N=C1C(=CC2)F)C2OCCCC2)C2CC2 10-Chloro-6-cyclopropyl-4-[7-fluoro-2-(oxan-2-yl)indazol-4-yl]-3-pyridin-1-ium-1-yl-1H-benzo[h]quinolin-2-one